Ethynylcyclopentan C(#C)C1CCCC1